CC(C)(OC(NCCOCCOCCOCCOCCCS(=O)(=O)O)=O)C.ICC1=CC=C(C=C1)C(F)F 1-iodomethyl-4-(difluoromethyl)benzene 2,2-dimethyl-4-oxo-3,8,11,14,17-pentaoxa-5-azanonadecan-19-yl-methanesulfonate